((3-bromo-2-methylphenyl)amino)-2-(difluoromethyl)pyrido[3,2-d]pyrimidine-7-carbaldehyde BrC=1C(=C(C=CC1)NC=1C2=C(N=C(N1)C(F)F)C=C(C=N2)C=O)C